NCCOCCN1CCN(CC1)C1=CC2=C(N(C(N2C)=O)C2C(NC(CC2)=O)=O)C=C1 3-[5-[4-[2-(2-Aminoethoxy)ethyl]piperazin-1-yl]-3-methyl-2-oxo-benzimidazol-1-yl]piperidine-2,6-dione